C1(CCCCCN1)=O ε-CAPROLACTAM